[Na].ClC1(CC1)[C@](CN1N=CN=C1)(CC[C@@H]1C(C1)(Cl)Cl)O (2R)-2-(1-chlorocyclopropyl)-4-[(1S)-2,2-dichlorocyclopropyl]-1-(1H-1,2,4-triazol-1-yl)butan-2-ol sodium